C(C)(C)(C)C1=C(C(=CC(=C1)C(C)(C)C)N1N=C2C(=N1)C=CC(=C2)Cl)O 2,4-di-t-butyl-6-(5-chloro-2H-benzotriazol-2-yl)phenol